FC1=C(C=C(C=C1)F)C1=C(C(=NC=C1)N1C[C@H](CC1)F)NC(C)=O (S)-N-(4-(2,5-difluoro-phenyl)-2-(3-fluoropyrrolidin-1-yl)pyridin-3-yl)acetamide